tert-Butyl 4-((3-(2,6-dioxopiperidin-3-yl)-1-methyl-1H-indazol-6-yl)amino)piperidine-1-carboxylate O=C1NC(CCC1C1=NN(C2=CC(=CC=C12)NC1CCN(CC1)C(=O)OC(C)(C)C)C)=O